ClC1=CC=C(CN(C(=O)[C@@H]2[C@H](CCC2)S(=O)(=O)C2=CC=C(C)C=C2)C2CCC3(CC3(F)F)CC2)C=C1 |r| rac-(1R*,2S*)-2-(Toluene-4-sulfonyl)-cyclopentanecarboxylic acid (4-chloro-benzyl)-(1,1-difluoro-spiro[2.5]oct-6-yl)-amide